(4-[(dimethylamino)methyl{cyclohexyl}amino]-1,5-naphthyridin-3-yl)(cyclobutyl)methanone dihydrochloride Cl.Cl.CN(C)CN(C1=C(C=NC2=CC=CN=C12)C(=O)C1CCC1)C1CCCCC1